FC1=CC=2C(C3=C(C(=NC4=CC=CC=C34)N3CCN(CC3)C)SC2C=C1)=O 10-fluoro-6-(4-methylhexahydropyrazin-1-yl)-12H-thiochromeno[2,3-c]quinolin-12-one